Cl.BrC=1C=C(C(=NC1)OC)CC(=O)O 2-(5-bromo-2-methoxypyridin-3-yl)acetic acid hydrochloride